FC(C1=CC=C(C=C1)NC1=NC=CN=C1C1=CC=C(C=C1)SC=C)(F)F N-[4-(trifluoromethyl)phenyl]-3-(4-vinylsulfanylphenyl)pyrazin-2-amine